FC(C(=O)O)(F)F.OC(C)C=1C=CC=2N(N1)C(=CN2)C2=CC(=NC=N2)N2C[C@H](OCC2)CNS(=O)(=O)C N-(((2S)-4-(6-(6-(1-Hydroxyethyl)imidazo[1,2-b]pyridazin-3-yl)pyrimidin-4-yl)morpholin-2-yl)methyl)methanesulfonamide trifluoroacetate